6-(N-carbamoyl-2,6-difluoroanilino)-2-(2,4-difluorophenyl)pyridine-3-carboxamide C(N)(=O)N(C1=C(C=CC=C1F)F)C1=CC=C(C(=N1)C1=C(C=C(C=C1)F)F)C(=O)N